C1(CCCC1)COC1=CC=C(C=C1)CCCCO 4-(4-(cyclopentylmethoxy)phenyl)butan-1-ol